FC=1C(=C(NC2=C(NC3=C2C(NCC3)=O)C3=C(C=NC=C3)OCCNC(OC(C)(C)C)=O)C=CC1)C tert-butyl [2-({4-[3-(3-fluoro-2-methylanilino)-4-oxo-4,5,6,7-tetrahydro-1H-pyrrolo[3,2-c]pyridin-2-yl]pyridin-3-yl}oxy)ethyl]carbamate